(trans-1-(methoxymethyl)-3-methyl-6-azabicyclo[3.1.1]heptan-6-yl)(pyridin-2-yl)methanone tert-butyl-(1R,5S)-3-(2-ethoxy-2-oxo-ethoxy)-8-azabicyclo[3.2.1]octane-8-carboxylate C(C)(C)(C)OC(=O)N1[C@H]2CC(C[C@@H]1CC2)OCC(=O)OCC.COCC21CC(CC(N2C(=O)C2=NC=CC=C2)C1)C